CCCCCC(C(CCCCCC)O)O tridecane-6,7-diol